5-methoxymethyl-furan Ethyl-(S)-3-amino-3-(3-bromo-5-methylphenyl)propanoate C(C)OC(C[C@@H](C1=CC(=CC(=C1)C)Br)N)=O.COCC1=CC=CO1